C1(CCC1)OC=1SC2=C(N1)NC(=C2)C(=O)NC2CC[Si](CCC2)(C)C 2-(cyclobutoxy)-N-(1,1-dimethylsilepan-4-yl)-4H-pyrrolo[2,3-d]thiazole-5-carboxamide